C(C)(C)(C)[Si](OCC1=CC=C(C=C1)OC1CCN(CC1)C=1C=NC(=CC1)[N+](=O)[O-])(C)C tert-butyl-dimethyl-[[4-[[1-(6-nitro-3-pyridyl)-4-piperidyl]oxy]phenyl]-methoxy]silane